BrC=1C(=NN(C1C1=CC(=C(C=C1)F)F)C1=C(C=CC=C1)F)C(=O)O 4-Bromo-5-(3,4-difluorophenyl)-1-(2-fluorophenyl)-1H-pyrazole-3-carboxylic acid